3''-(tert-butyl)-4'-(2-hydroxyethoxy)-4''-(pyrrolidin-1-yl)-[1,1':3',1''-terphenyl]-4-carboxylic acid C(C)(C)(C)C=1C=C(C=CC1N1CCCC1)C=1C=C(C=CC1OCCO)C1=CC=C(C=C1)C(=O)O